CN1N=C(C=C1C)NC1=NC=C(C(=N1)C1=CNC2=C(C=CC=C12)N1C(C2=C(C=CC(=C2C1)C1=CC(=NC(=C1)C)C)F)=O)C 2-(3-(2-((1,5-dimethyl-1H-pyrazol-3-yl)amino)-5-methylpyrimidin-4-yl)-1H-indol-7-yl)-4-(2,6-dimethylpyridin-4-yl)-7-fluoroisoindolin-1-one